C1(CC1)S(=O)(=O)NC1=CN=CC(=N1)C=1C=C(C(=O)NC2=CC=C(C=C2)OCCC2=CC=CC=C2)C=CC1 3-(6-(cyclopropanesulfonamido)pyrazin-2-yl)-N-(4-phenethoxyphenyl)benzamide